4-(Bis(4-fluorophenyl)methyl)-1-(3,6-dicyano-1-methyl-2-oxo-1,2-dihydro-1,5-naphthyridin-4-yl)piperazine-2-carboxylic acid methyl ester COC(=O)C1N(CCN(C1)C(C1=CC=C(C=C1)F)C1=CC=C(C=C1)F)C1=C(C(N(C2=CC=C(N=C12)C#N)C)=O)C#N